C(CCCCCCCCCCCCC)CC(O)(C)C tetradecyl-dimethylethanol